2,6-Difluorophenylisothiocyanat FC1=C(C(=CC=C1)F)N=C=S